BrC1=C(C=NN1C)C1=NC(=NC(=C1)N1CC(C1)NC)N 4-(5-bromo-1-methyl-1H-pyrazol-4-yl)-6-(3-(methylamino)azetidin-1-yl)pyrimidin-2-amine